ClC1=CC=C(C=C1)C=1N=C(N(C1C1=CC=C(C=C1)Cl)CCCCCC)C1=C(C=CC2=CC=CC=C12)O 1-[4,5-bis(4-chlorophenyl)-1-hexyl-1H-imidazol-2-yl]-2-naphthol